(S)-1'-(6-((2-amino-3-chloropyridin-4-yl)thio)-1,2,4-triazin-3-yl)-4-chloro-1,3-dihydrospiro[inden-2,4'-piperidin]-1-amine NC1=NC=CC(=C1Cl)SC1=CN=C(N=N1)N1CCC2(CC1)[C@@H](C1=CC=CC(=C1C2)Cl)N